4-chloro-3-(6-chlorohex-1-yn-1-yl)-6-methoxyquinoline ClC1=C(C=NC2=CC=C(C=C12)OC)C#CCCCCCl